C1=CCN2C1=CC=1C=CC=CC21 Pyrrolo[1,2-a]indole